CS(=O)(=O)OCCC=1C(=NC(=NC1NC(C)C)Cl)Cl 2-(2,4-Dichloro-6-(isopropylamino)pyrimidin-5-yl)ethyl methanesulfonate